FC1=CC=C(C=C1)P(C1=CC=C(C=C1)F)C1=CC=C(C=C1)F tri-(4-fluorophenyl)phosphine